tert-butyl 7-((5-((4,4-difluorocyclohexyl)methoxy)-6-((dimethylamino)methyl)pyridin-2-yl)amino)-4-(imidazo[1,2-a]pyrazin-3-yl)-1-oxoisoindoline-2-carboxylate FC1(CCC(CC1)COC=1C=CC(=NC1CN(C)C)NC=1C=CC(=C2CN(C(C12)=O)C(=O)OC(C)(C)C)C1=CN=C2N1C=CN=C2)F